3-[(3-fluoro-2-methoxyphenyl)amino]-2-(3-{2-[2-(prop-2-enoyl)-2-azabicyclo[3.1.0]hexan-1-yl]ethynyl}pyridin-4-yl)-1H,5H,6H,7H-pyrrolo[3,2-c]pyridin-4-one FC=1C(=C(C=CC1)NC1=C(NC2=C1C(NCC2)=O)C2=C(C=NC=C2)C#CC21N(CCC1C2)C(C=C)=O)OC